C(C=C)(=O)OCCCC1CO1 glycidyl-α-ethyl acrylate